C(C)OC(C)N1N=CC(=C1)C1=C(C=2N(C=C1)N=C(N2)N)OCC(F)(F)F 7-(1-(1-ethoxyethyl)-1H-pyrazol-4-yl)-8-(2,2,2-trifluoroethoxy)-[1,2,4]triazolo[1,5-a]pyridin-2-amine